4-(furo[3,2-c]pyridin-4-yl)-N-[(cis-3-hydroxycyclobutyl)methyl]benzamide O1C=CC=2C(=NC=CC21)C2=CC=C(C(=O)NC[C@@H]1C[C@@H](C1)O)C=C2